OCCCS(=O)(=O)[O-].[Na+] Sodium hydroxypropylsulfonate